(2S,4R)-4-fluoro-4-(hydroxymethyl)-1-((4-phenoxybutanoyl)glycyl)pyrrolidine-2-carboxylic acid F[C@@]1(C[C@H](N(C1)C(CNC(CCCOC1=CC=CC=C1)=O)=O)C(=O)O)CO